FC1=C(CN2C(NC(C=C2)=O)=O)C(=C(C=C1F)F)F 1-(2,3,5,6-tetrafluorobenzyl)pyrimidine-2,4(1H,3H)-dione